N-(4-fluoro-3-methylphenyl)-1,2,4-trimethyl-5-(2-morpholino-2-oxoacetyl)-1H-pyrrole-3-carboxamide FC1=C(C=C(C=C1)NC(=O)C1=C(N(C(=C1C)C(C(=O)N1CCOCC1)=O)C)C)C